1-{4-[4-(aminomethyl)phenyl]piperazin-1-yl}ethan-1-one NCC1=CC=C(C=C1)N1CCN(CC1)C(C)=O